6-(4-hydroxy-4-methylpiperidin-1-yl)-4-(6-(4-((6-methoxypyridin-3-yl)methyl)piperazin-1-yl)pyridin-3-yl)pyrazolo[1,5-a]pyridine-3-carbonitrile OC1(CCN(CC1)C=1C=C(C=2N(C1)N=CC2C#N)C=2C=NC(=CC2)N2CCN(CC2)CC=2C=NC(=CC2)OC)C